NCCC1=CN(C2=CC(=CC=C12)CNCC=1NC2=CC=CC=C2C1C1NC(C2=CC=C(C=C12)O)=O)CC=1N=CN(C1)C 3-(2-((((3-(2-aminoethyl)-1-((1-methyl-1H-imidazol-4-yl)methyl)-1H-indol-6-yl)methyl)amino)methyl)-1H-indol-3-yl)-5-hydroxyisoindolin-1-one